ClC1=CC(=C(C=C1)N1CCN(CC1)[C@H]1[C@H](CCCC1)NS(=O)(=O)C1=CC=C(C=C1)S(=O)(=O)N(C)C)F N1-((1S,2R)-2-(4-(4-Chloro-2-fluorophenyl)piperazin-1-yl)cyclohexyl)-N4,N4-dimethylbenzene-1,4-disulfonamide